N-(5-(3'-methyl-2'-oxo-2',3'-dihydrospiro[cyclopropane-1,1'-pyrrolo[2,3-c]quinolin]-8'-yl)-2-(4-methylpiperazin-1-yl)pyridin-3-yl)benzenesulfonamide CN1C(C2(C3=C1C=NC=1C=CC(=CC31)C=3C=C(C(=NC3)N3CCN(CC3)C)NS(=O)(=O)C3=CC=CC=C3)CC2)=O